C1(CC1)C1=NC(=CC(=C1)C1=C(C=C(C#N)C=C1)C1=NN=CN1C)N1C(C2=CC(=CC(=C2C1)F)CNCC1(CCC1)F)=O 4-{2-Cyclopropyl-6-[4-fluoro-6-({[(1-fluorocyclobutyl)methyl]amino}methyl)-1-oxo-3H-isoindol-2-yl]pyridin-4-yl}-3-(4-methyl-1,2,4-triazol-3-yl)benzonitrile